trans-N-(4-chloro-3-(cis-2-cyanocyclobutyl)phenyl)-3-(trifluoromethyl)-8-azabicyclo[3.2.1]octane-8-carboxamide ClC1=C(C=C(C=C1)NC(=O)N1C2CC(CC1CC2)C(F)(F)F)[C@H]2[C@H](CC2)C#N